FC=1C=2N(C=C(C1)C1=CC(=C(C(=C1)OC)OC)OC)C(=NN2)NC2=CC=CC=C2 8-fluoro-N-phenyl-6-(3,4,5-trimethoxyphenyl)-[1,2,4]triazolo[4,3-a]pyridin-3-amine